BrC=1C(=CC(=NC1)NC(OC(C)(C)C)=O)CN(C)C tert-butyl (5-bromo-4-((dimethylamino)methyl)pyridin-2-yl)carbamate